10-(4-Carboxyphenyl)-10H-phenothiazine-3,7-dicarboxylic acid C(=O)(O)C1=CC=C(C=C1)N1C2=CC=C(C=C2SC=2C=C(C=CC12)C(=O)O)C(=O)O